C(#N)C1=CC=C(C=C1)N1N(C(C(=C(C1)O)C(NC1=NN(C=C1)C)=O)=O)C(=O)OC methyl 2-(4-cyanophenyl)-4-hydroxy-5-((1-methyl-1H-pyrazol-3-yl) carbamoyl)-6-oxo-2,3-dihydropyridazine-1(6H)-carboxylate